1-(2-fluoro-5-(trifluoromethyl)phenyl)-3-(4-((5-((tetrahydrofuran-3-yl)oxy)-2,3-dihydro-[1,4]dioxino[2,3-f]quinazolin-10-yl)oxy)phenyl)urea FC1=C(C=C(C=C1)C(F)(F)F)NC(=O)NC1=CC=C(C=C1)OC1=NC=NC2=CC(=C3C(=C12)OCCO3)OC3COCC3